(6-(trifluoromethyl)pyridin-3-yl)methanamine FC(C1=CC=C(C=N1)CN)(F)F